7-bromo-8-fluoro-6-chloro-2,4-quinazolindione BrC1=C(C=C2C(NC(NC2=C1F)=O)=O)Cl